ClC1=C(C(N(N=C1)CC1=CC=C(C=C1)OC)=O)CC(=O)OCC ethyl 2-[5-chloro-2-[(4-methoxyphenyl)methyl]-3-oxo-pyridazin-4-yl]acetate